N(CC(=O)[O-])CC(=O)[O-] iminodiAcetate